2-(adamantan-1-yl)-2-hydroxy-2-(5-methylthiophene-2-yl)-N-(2-hydroxyphenylethyl)acetamide C12(CC3CC(CC(C1)C3)C2)C(C(=O)NCCC2=C(C=CC=C2)O)(C=2SC(=CC2)C)O